6,6'-(Propane-1,3-diylbis(5-carbamoyl-4-methoxy-1H-benzo[d]imidazole-1,2-diyl))bis(3-chlorobenzoic acid) C(CCN1C(=NC2=C1C=CC(=C2OC)C(N)=O)C2=CC=C(C=C2C(=O)O)Cl)N2C(=NC1=C2C=CC(=C1OC)C(N)=O)C1=CC=C(C=C1C(=O)O)Cl